4-((3-(4-(2,6-dimethylpyridin-4-yl)-1H-pyrazol-3-yl)phenoxy)methyl)benzonitrile CC1=NC(=CC(=C1)C=1C(=NNC1)C=1C=C(OCC2=CC=C(C#N)C=C2)C=CC1)C